(7-bromo-2,3-dihydrobenzofuran-5-yl)methanol BrC1=CC(=CC=2CCOC21)CO